CN1CCC2(CC(=NO2)C2=NC3=CC=C(C=C3C(N2)=O)N2CCN(CC2)C)CC1 2-(8-methyl-1-oxa-2,8-diazaspiro[4.5]dec-2-en-3-yl)-6-(4-methylpiperazin-1-yl)quinazolin-4(3H)-one